FC1=C(C=C2C=C(N=CC2=C1)NC(OC[C@]12NCCC2C1)=O)C1=C(C2=C(OCCN2)N=C1)C (S)-(2-Azabicyclo[3.1.0]hexan-1-yl)methyl (7-fluoro-6-(8-methyl-2,3-dihydro-1H-pyrido[2,3-b][1,4]oxazin-7-yl)isoquinolin-3-yl)carbamate